[C@@H]12CNC[C@@H](CC1)C2C2=C1CN(C(C1=CC(=C2F)F)=O)C2C(NC(CC2)=O)=O 3-(4-((1R,5S,8r)-3-azabicyclo[3.2.1]octan-8-yl)-5,6-difluoro-1-oxoisoindolin-2-yl)piperidine-2,6-dione